(R)-3-cyclopropyl-N-methoxy-1-(4-methoxybenzyl)-N-methyl-2-oxopyrrolidine-3-carboxamide C1(CC1)[C@]1(C(N(CC1)CC1=CC=C(C=C1)OC)=O)C(=O)N(C)OC